(Z)-3,7,11-trimethyldodeca-6,10-dien-1-yn-3-ol CC(C#C)(CC\C=C(/CCC=C(C)C)\C)O